C1(=CC=CC=C1)C=1C(=C(C=CC1)C1=CC=C(C=C1)C1=CC=C2C=CC3=CC=CC4=CC=C1C2=C34)C3=CC=CC=C3 diphenyl-(4'-(pyren-1-yl)-[1,1'-biphenyl])